BrC=1SC(=C2OCCOC21)C(=O)O 5-bromo-2,3-dihydrothieno[3,4-b][1,4]Dioxin-7-carboxylic acid